methyl trans-3-(methylcarbamoyl)cyclobutane-1-carboxylate CNC(=O)[C@@H]1C[C@H](C1)C(=O)OC